C(C=C)N1N(C2=NC(=NC=C2C1=O)NC=1C=C2CNCC2=C(C1)F)C1=NC(=CC=C1)C(C)(C)O 2-allyl-6-((7-fluoroisoindolin-5-yl)amino)-1-(6-(2-hydroxypropan-2-yl)pyridin-2-yl)-1,2-dihydro-3H-pyrazolo[3,4-d]pyrimidin-3-one